Nε-benzyloxycarbonyl-L-lysine C(C1=CC=CC=C1)OC(=O)NCCCC[C@H](N)C(=O)O